1-[[5-(4-bromo-2,6-dichloro-phenoxy)-2-methoxy-phenyl]sulfonyl-amino]-N-cyclopropyl-cyclopropanecarboxamide BrC1=CC(=C(OC=2C=CC(=C(C2)S(=O)(=O)NC2(CC2)C(=O)NC2CC2)OC)C(=C1)Cl)Cl